O[C@@H]1[C@H](CC1)NC(=O)C1=CC(=CC=2OCOC21)CC=2C=NC(=CC2)C2=NN(C=C2)C N-[(1S,2S)-2-hydroxycyclobutyl]-6-[[6-(1-methylpyrazol-3-yl)-3-pyridyl]methyl]-1,3-benzodioxole-4-carboxamide